(S)-2-(4-bromo-2-(difluoro(thiazol-2-yl)methyl)phenoxy)propionic acid BrC1=CC(=C(O[C@H](C(=O)O)C)C=C1)C(C=1SC=CN1)(F)F